2-(4-bromo-2,6-difluorophenyl)acetic acid BrC1=CC(=C(C(=C1)F)CC(=O)O)F